(21E)-5,26-dimethyl-23-oxo-10-oxa-4,5,7,13,20,22,27-heptazahexacyclo[22.3.1.17,9.02,6.013,21.014,19]nonacosa-1(28),2(6),3,14(19),15,17,21,24,26-nonaene-16-carbaldehyde CN1N=CC=2C=3N=C(C=C(C(/N=C/4\NC=5C=CC(=CC5N4CCOC4CN(C12)C4)C=O)=O)C3)C